dibromoperylene indium (Iii) [In+3].BrC1=C(C=2C=3C=CC=C4C=CC=C(C5=CC=CC(=C1)C52)C43)Br